3-(6-fluoro-3-methyl-5-(piperidin-4-yl)-1h-indazol-1-yl)piperidine-2,6-dione FC1=C(C=C2C(=NN(C2=C1)C1C(NC(CC1)=O)=O)C)C1CCNCC1